4-bromo-N'-(tert-butyldimethylsilyl)pyridine-2-sulfonimidamide BrC1=CC(=NC=C1)S(=O)(N)=N[Si](C)(C)C(C)(C)C